BrC1=CC(=C(C=C1F)C(C)=O)F 1-(4-bromo-2,5-difluorophenyl)ethan-1-one